(2-(2,6-dioxopiperidin-3-yl)benzo[d]oxazol-5-yl)methyl (6,6-difluorospiro[3.3]heptan-2-yl)carbamate FC1(CC2(CC(C2)NC(OCC=2C=CC3=C(N=C(O3)C3C(NC(CC3)=O)=O)C2)=O)C1)F